2,6-dimethyl-2-heptene CC(C)=CCCC(C)C